FC1=C(C=CC(=C1F)F)C=1C=C2CCC(C2=CC1)NC(O[C@@H]1CN2CCC1CC2)=O (S)-quinuclidin-3-yl (5-(2,3,4-trifluorophenyl)-2,3-dihydro-1H-inden-1-yl)carbamate